2-(4-(9-(3,5-bis(trifluoromethyl)phenyl)-1,3-dioxo-1H-xantheno[2,1,9-def]isoquinolin-2(3H)-yl)phenyl)acetic acid FC(C=1C=C(C=C(C1)C(F)(F)F)C1=CC=C2OC=3C=CC=4C(N(C(C5=CC=C(C3C45)C2=C1)=O)C1=CC=C(C=C1)CC(=O)O)=O)(F)F